OC1=CC(=CC(=C1C1C(CCC(=C1)C)C(=C)C)OCN(C(OC)=O)C1=CC=CC=C1)CCCCC methyl (((6-hydroxy-5'-methyl-4-pentyl-2'-(prop-1-en-2-yl)-1',2',3',4'-tetrahydro-[1,1'-biphenyl]-2-yl)oxy)methyl)(phenyl)carbamate